6-(4-hydroxyphenethoxy)tetrahydro-2H-pyran-3,4,5-triol OC1=CC=C(CCOC2C(C(C(CO2)O)O)O)C=C1